ClC1=CC=C(C=C1)CS(=O)(=O)NC=1C=C2C(N(C(C2=CC1)=O)C1C(NC(CC1)=O)=O)=O 1-(4-chlorophenyl)-N-(2-(2,6-dioxopiperidin-3-yl)-1,3-dioxoisoindolin-5-yl)methanesulfonamide